C(CCCCCCC)OC(CCCCCCCCCC/C=C/CCO)OCCCCCCCC (3E)-15,15-dioctyloxy-3-pentadecen-1-ol